N=1N=CC=2C1CCOC2 6,7-dihydropyrano[4,3-c]pyrazole